2-piperazin-1-ylethyl 6-[5-(6-methyl-2-pyridyl)-1H-imidazol-4-yl]quinoline-4-carboxylate CC1=CC=CC(=N1)C1=C(N=CN1)C=1C=C2C(=CC=NC2=CC1)C(=O)OCCN1CCNCC1